(S)-2-((8-(Heptadecan-9-yloxy)-8-oxooctanoyl)oxy)-3-(palmitoyloxy)propyl (2-(trimethylammonio)ethyl) phosphate P(=O)(OC[C@H](COC(CCCCCCCCCCCCCCC)=O)OC(CCCCCCC(=O)OC(CCCCCCCC)CCCCCCCC)=O)(OCC[N+](C)(C)C)[O-]